FC(CN1N=CC2=CC=C(C=C12)COC1=CC=CC(=N1)C1CCN(CC1)CC1=NC2=C(N1C[C@H]1OCC1)C=C(C=C2)C(=O)O)F (S)-2-((4-(6-((1-(2,2-difluoroethyl)-1H-indazole-6-yl)methoxy)pyridin-2-yl)piperidin-1-yl)methyl)-1-(oxetan-2-ylmethyl)-1H-benzo[d]imidazole-6-Carboxylic acid